N1(N=CC=C1)C1CCN(CC1)C(=O)C1=NC2=CC=C(C=C2C(=C1)C(=O)N1CCC(CC1)F)OCC=1SC2=C(N1)C=CC=C2 (4-(1H-pyrazol-1-yl)piperidin-1-yl)(6-(benzo[d]thiazol-2-ylmethoxy)-4-(4-fluoropiperidine-1-carbonyl)quinolin-2-yl)methanone